ClC1=CC=C2C(=CNC2=C1)S(=O)(=O)NC1=CC(=C(C=C1)C)F 6-chloro-N-(3-fluoro-4-methylphenyl)-1H-indole-3-sulfonamide